COC1=C(C=C(C=N1)C1=CC=C2C(=NNC2=C1)C(=O)NC)C(NC[C@H]1[C@H](C1)C1=CC=CC=C1)=O 6-[6-methoxy-5-({[(1R,2S)-2-phenylcyclopropyl]methyl}-carbamoyl)pyridin-3-yl]-N-methyl-1H-indazole-3-carboxamide